C1(=CC=CC=C1)SC1=CC=CC=2C(C3=CC=CC(=C3C(C12)=O)SC1=CC=CC=C1)=O 1,8-bis(phenylsulfanyl)anthracene-9,10-dione